FC1=C(C=CC=C1C[C@@H]1N(CC2(CC2)[C@@H]1NS(=O)(=O)CF)C([C@](CC)(C)O)=O)C1=CC(=CC=C1)F N-((6S,7S)-6-((2,3'-difluoro-[1,1'-biphenyl]-3-yl)methyl)-5-((R)-2-hydroxy-2-methylbutanoyl)-5-azaspiro[2.4]heptan-7-yl)-1-fluoromethanesulfonamide